1,4-bis-[4-(6-acryloxyhexyloxy)benzoyloxy]-2-methylbenzene C(C=C)(=O)OCCCCCCOC1=CC=C(C(=O)OC2=C(C=C(C=C2)OC(C2=CC=C(C=C2)OCCCCCCOC(C=C)=O)=O)C)C=C1